ClC=1C=C(C=C(C1)Cl)C=1OC2=C(N1)C=CC(=C2)C(=O)NC2CN(CC2)CCF 2-(3,5-dichlorophenyl)-N-(1-(2-fluoroethyl)pyrrolidin-3-yl)benzo[d]oxazole-6-carboxamide